C(CCCCCCCCCCCCCCCCC)NC(CC(C(=O)[O-])S(=O)(=O)O[Na])=O.[Na+] sodium 4-octadecylamino-4-oxo-2-[(sodiooxy)sulfonyl]butanoate